BrC1=CC=C(C2=C1C=NO2)NC(=O)NC2=CC(=C(C=C2)CN2CCN(CC2)C)C(F)(F)F 1-(4-bromobenzo[d]isoxazol-7-yl)-3-(4-((4-methylpiperazin-1-yl)methyl)-3-(trifluoromethyl)phenyl)urea